Tert-butyl N-[2-[2-[3-[3-(2,6-dioxo-3-piperidyl)-2-oxo-1,3-benzoxazol-7-yl]propoxy]ethoxy] ethyl]carbamate O=C1NC(CCC1N1C(OC2=C1C=CC=C2CCCOCCOCCNC(OC(C)(C)C)=O)=O)=O